C(=O)(OC(C)(C)C)N1CCN(CC1)CC=1C=CC(=NC1)Cl 5-(4-Boc-piperazin-1-ylmethyl)-2-chloropyridine